COC(=O)C1(CCC(CC1)O)N(C(CCCC)=O)CC1=CC=C(C=C1)C1=CC(=CC=C1C=1N=NNN1)C1=CC=CC=C1.S1C(=CC=C1)C=CC=O 3-(2-thienyl)propenal (1R,4R)-Methyl-1-(N-((6'-(2H-tetrazol-5-yl)-[1,1':3',1''-terphenyl]-4-yl)methyl)pentanamido)-4-hydroxycyclohexanecarboxylate